2-(dimethylamino)-2-(hydroxymethyl)propane-1,3-diol CN(C(CO)(CO)CO)C